OCC1CCN(CC1)C(CC)=O 1-(4-(Hydroxymethyl)-piperidin-1-yl)propan-1-one